C(CCC)[NH+]1N(C(=CC1C)C)C 1-butyl-2,3,5-trimethylpyrazolinium